pyridylhydroxymethylporphyrin N1=C(C=CC=C1)C=1C(=C2NC1C=C1C=CC(=N1)C=C1C=CC(N1)=CC=1C=CC(N1)=C2)CO